CC1=CC=C(C=C1)S(=O)(=O)CC1CCCN2C(=CC=C12)C#N 8-(p-toluenesulfonylmethyl)-5,6,7,8-tetrahydroindolizine-3-carbonitrile